1-(fluoromethyl)-N-methoxy-N-methyl-cyclopropanecarboxamide FCC1(CC1)C(=O)N(C)OC